FC=1C=C2C=CC(=CC2=CC1F)N 6,7-difluoronaphthalen-2-amine